C(C=CC)N crotylamine